chloro-2-(4-(dimethylamino)-1-(4-fluorophenyl)-1-hydroxybutyl)benzoic acid ClC=1C(=C(C(=O)O)C=CC1)C(CCCN(C)C)(O)C1=CC=C(C=C1)F